COC(C1=CN=C(C(=C1)C)CN1CCC(CC1)C1=NC(=CC=C1)OCC1=C(C=C(C=C1)Cl)F)=O 6-((4-(6-((4-chloro-2-fluorobenzyl)oxy)pyridin-2-yl)piperidin-1-yl)methyl)-5-methylNicotinic acid methyl ester